ClC1=CC(=C(C(=O)C2CCN(CC2)C(=O)O)C=C1Cl)O 4-(4,5-dichloro-2-hydroxybenzoyl)piperidine-1-carboxylic acid